6-bromo-2-methyl-[1,2,4]triazolo[1,5-a]pyrazine BrC=1N=CC=2N(C1)N=C(N2)C